ClC=1C=2N(C(=C(C1)C(C)NC(=O)C=1C(=NN3C1N=CC=C3)NC(OC(C)(C)C)=O)N3CCNS(CC3)(=O)=O)C=NC2 tert-Butyl {3-[({1-[8-chloro-5-(1,1-dioxido-1,2,5-thiadiazepan-5-yl)imidazo[1,5-a]pyridin-6-yl]ethyl}amino)carbonyl]pyrazolo[1,5-a]pyrimidin-2-yl}carbamate